CC1=NOC(=C1C1=NC=CC(=N1)N1CCN(CC1)CC1=CC=C(CC=2C=3C4=C(C(N(C4=CC2)C2C(NC(CC2)=O)=O)=O)C=CC3)C=C1)C 3-(6-(4-((4-(2-(3,5-dimethylisoxazol-4-yl)pyrimidin-4-yl)piperazin-1-yl)methyl)benzyl)-2-oxobenzo[cd]indol-1(2H)-yl)piperidine-2,6-dione